3-chloro-6-fluoro-4-iodo-2-methylpyridine ClC=1C(=NC(=CC1I)F)C